(2-fluoro-4-(pyrrolidin-2-yl)-6-(trifluoromethyl)phenyl)-3-(1-methyl-1H-pyrazol-4-yl)-1H-pyrazolo[3,4-c]pyridine FC1=C(C(=CC(=C1)C1NCCC1)C(F)(F)F)N1N=C(C=2C1=CN=CC2)C=2C=NN(C2)C